C(C)(C)(C)OC(=O)N1C2=C(OCC1)C=C(C=C2)[C@@H]2[C@H]([C@@H](CCC2)C(=O)O)C(=O)OC |r| rac-(1R,2R,3S)-3-(4-(tert-butoxycarbonyl)-3,4-dihydro-2H-benzo[b][1,4]oxazin-7-yl)-2-(methoxycarbonyl)cyclohexane-1-carboxylic acid